(2-nitrophenyl)-boronic acid [N+](=O)([O-])C1=C(C=CC=C1)B(O)O